C(C)(=O)N[C@H](CN1[C@@H]([C@H]([C@H](C1)O)F)C(=O)NCC1=CC=C(C=C1)C1=C(N=CS1)C)C(C)(C)SCCCCCCN (2R,3R,4S)-1-((R)-2-acetamido-3-((6-aminohexyl)thio)-3-methylbutyl)-3-fluoro-4-hydroxy-N-(4-(4-methylthiazol-5-yl)benzyl)pyrrolidine-2-carboxamide